C(C)(C)OC1=CC=C(C=N1)C1=C(C=C(N)C=C1)C=1N=NN(N1)C(C1=CC=CC=C1)(C1=CC=CC=C1)C1=CC=CC=C1 4-(6-isopropoxypyridin-3-yl)-3-(2-trityl-2H-tetrazol-5-yl)aniline